4-[2-[tert-butyl(diphenyl)silyl]oxyethyl]-6,8-dichloro-5-fluoro-3-methyl-2H-2,7-naphthyridin-1-one [Si](C1=CC=CC=C1)(C1=CC=CC=C1)(C(C)(C)C)OCCC1=C(NC(C2=C(N=C(C(=C12)F)Cl)Cl)=O)C